ClC1=CC(=C2C=NNC2=C1)N1C[C@H]2CN(C([C@H]2C1)(C)C)S(=O)(=O)C 6-chloro-4-((3ar,6as)-4,4-dimethyl-5-(methylsulfonyl)hexahydropyrrolo[3,4-c]pyrrol-2(1H)-yl)-1H-indazole